(2-((4-(2,7-Diazaspiro[3.5]nonan-2-yl)pyrimidin-5-yl)oxy)-5-fluorophenyl)((3R,5R)-3,5-dimethylmorpholino)methanone, hydrochloride Cl.C1N(CC12CCNCC2)C2=NC=NC=C2OC2=C(C=C(C=C2)F)C(=O)N2[C@@H](COC[C@H]2C)C